CN1N=CC=2C1=NC(=CC2)O 1-methyl-1H-pyrazolo[3,4-b]Pyridin-6-ol